4-(hexadecyldisulfanyl)butyl hydrogen (((1-(6-amino-9H-purin-9-yl)propan-2-yl)oxy)methyl)phosphonate NC1=C2N=CN(C2=NC=N1)CC(C)OCP(OCCCCSSCCCCCCCCCCCCCCCC)(O)=O